BrC1=CC=C2C=3C=CC(=CC3C(C2=C1)(C)C)C#N 7-bromo-9,9-dimethyl-9H-fluorene-2-carbonitrile